N-(1-cyanocyclopropyl)-7-(4-isobutyrylpiperazin-1-yl)-3-(2-methylthiazol-5-yl)pyrazolo[1,5-a]pyridine-5-sulfonamide C(#N)C1(CC1)NS(=O)(=O)C1=CC=2N(C(=C1)N1CCN(CC1)C(C(C)C)=O)N=CC2C2=CN=C(S2)C